N-ethyl-5-fluoro-N-isopropyl-2-((5-(2-((R)-6-(((S)-1-methoxyprop-2-yl)amino)-2-methylhex-3-yl)-2,6-diazaspiro[3.4]oct-6-yl)-1,2,4-triazin-6-yl)oxy)benzamide C(C)N(C(C1=C(C=CC(=C1)F)OC1=C(N=CN=N1)N1CC2(CN(C2)[C@@H](C(C)C)CCCN[C@H](COC)C)CC1)=O)C(C)C